3-(3-Hydroxyphenoxy)azetidin OC=1C=C(OC2CNC2)C=CC1